3-(6-fluoro-7-(methylsulfonyl)-1-oxoisoindolin-2-yl)piperidine-2,6-dione FC1=CC=C2CN(C(C2=C1S(=O)(=O)C)=O)C1C(NC(CC1)=O)=O